2-((trans)-5-(4-methoxyphenyl)-1-(4-(trifluoromethyl)benzyl)piperidin-3-yl)acetic acid COC1=CC=C(C=C1)[C@H]1C[C@@H](CN(C1)CC1=CC=C(C=C1)C(F)(F)F)CC(=O)O